2-imino-3-(naphthalen-1-yl)thiazolidin-4-one N=C1SCC(N1C1=CC=CC2=CC=CC=C12)=O